CC12CC3(C(C(CC(C1)C3)C2)C)C 1,3,4-trimethyladamantane